N'-(4-bromophenyl)-2-(1,4-dioxan-2-yl)acethydrazide benzyl-4-[2-(methanesulfonyloxy)ethyl]piperidine-1-carboxylate C(C1=CC=CC=C1)OC(=O)N1CCC(CC1)CCOS(=O)(=O)C.BrC1=CC=C(C=C1)NNC(CC1OCCOC1)=O